N1CCC(CC1)OC=1C2=C(SC1)C=CC=C2 3-(piperidin-4-yloxy)benzo[b]thiophene